(s)-4-[2-chloro-6-(diethylamino)-9H-purinyl]methyl-benzoic acid ClC1=NC(=C2N=CN(C2=N1)CC1=CC=C(C(=O)O)C=C1)N(CC)CC